4-((2-(azetidin-1-ylmethyl)benzyl)amino)-2,6-difluoro-3-methyl-N-(pyrimidin-4-yl)benzenesulfonamide 2,2,2-trifluoroacetate FC(C(=O)O)(F)F.N1(CCC1)CC1=C(CNC2=C(C(=C(C(=C2)F)S(=O)(=O)NC2=NC=NC=C2)F)C)C=CC=C1